The molecule is an alpha-D-Glc-(1->3')-1,2-diacylglycerol in which the acyl groups at positions 1 and 2 are palmitoyl (hexadecanoyl) and cis-vaccenoyl [(11Z)-octadec-11-enoyl] respectively. Found in Streptococcus pneumoniae. It has a role as a Streptococcus pneumoniae metabolite. CCCCCCCCCCCCCCCC(=O)OC[C@H](CO[C@@H]1[C@@H]([C@H]([C@@H]([C@H](O1)CO)O)O)O)OC(=O)CCCCCCCCC/C=C\\CCCCCC